Br.BrCCN(C)C 2-bromo-N,N-dimethylethan-1-amine HBr